1-ethyl-3-[6-(3-fluorophenoxy)pyrimidin-4-yl]-1-[(2R)-3,3,3-trifluoro-2-hydroxy-propyl]urea C(C)N(C(=O)NC1=NC=NC(=C1)OC1=CC(=CC=C1)F)C[C@H](C(F)(F)F)O